N1(CCC1)CCC=1C(=CC(N(C1)C(C(=O)N[C@@H](CC(=O)OCC)C=1C(=C(C=C(C1F)C)C1=C(C=C(C=C1C)C)C)F)CC(C)C)=O)C(F)(F)F (3S)-ethyl 3-(2-(5-(2-(azetidin-1-yl)ethyl)-2-oxo-4-(trifluoromethyl)pyridin-1(2H)-yl)-4-methylpentanamido)-3-(2,4-difluoro-2',4',5,6'-tetramethylbiphenyl-3-yl)propanoate